N-(3-triethoxysilylpropyl)-2-hydroxypropyl-amide C(C)O[Si](CCC[N-]CC(C)O)(OCC)OCC